FC=1C=2N(C=C(C1)B1OC(C(O1)(C)C)(C)C)N=C(N2)C 8-fluoro-2-methyl-6-(4,4,5,5-tetramethyl-1,3,2-dioxaborolan-2-yl)-[1,2,4]triazolo[1,5-a]pyridine